1-(2-Ethynyl-thiazol-4-yl)-3-(4-(4-hydroxyquinazolin-5-yl)benzyl)urea C(#C)C=1SC=C(N1)NC(=O)NCC1=CC=C(C=C1)C1=C2C(=NC=NC2=CC=C1)O